C1(CC1)N1C=C(C(C2=CC(=C(C=C12)OCCO)F)=O)CN(CC1=CC(=NC=C1)C)[C@@H]1CN(CCC1)C=1C=NC(=C(C1)F)C 1-cyclopropyl-6-fluoro-3-({[(3S)-1-(5-fluoro-6-methylpyridin-3-yl)piperidin-3-yl][(2-methylpyridin-4-yl)methyl]amino}methyl)-7-(2-hydroxyethoxy)-1,4-dihydroquinolin-4-one